FC1=C2C=CN(C2=CC=C1)[C@@H]1CC[C@@H](CC1)N1CCN(CC1)C=1N=NC(=CC1)C(=O)N1CCCC1 4-fluoro-1-[cis-4-{4-[6-(pyrrolidine-1-carbonyl)pyridazin-3-yl]piperazin-1-yl}cyclohexyl]-1H-indole